vinyl chloride acrylate C(C=C)(=O)O.C(=C)Cl